2-(2-ethylhexyl)-3-fluorothiophene C(C)C(CC=1SC=CC1F)CCCC